(2s,3s,4r,5r)-5-(6-(benzylamino)-2-(furan-3-yl)-9H-purin-9-yl)-3,4-dihydroxy-N-(methyl-d3)-tetrahydrofuran-2-carboxamide C(C1=CC=CC=C1)NC1=C2N=CN(C2=NC(=N1)C1=COC=C1)[C@H]1[C@@H]([C@@H]([C@H](O1)C(=O)NC([2H])([2H])[2H])O)O